N1(CCCCC1)C(=O)C=1C=NN2C1C=C(C=C2)C2=CNC1=NC=C(C=C12)C=1C(=NN(C1C)C)C piperidin-1-yl(5-(5-(1,3,5-trimethyl-1H-pyrazol-4-yl)-1H-pyrrolo[2,3-b]pyridin-3-yl)pyrazolo[1,5-a]pyridin-3-yl)methanone